(S)-2-(3-fluoro-5-isopropyl-2-methoxyphenyl)-2-((R)-3-(methyl(2-(2-(5,6,7,8-tetrahydro-1,8-naphthyridin-2-yl)ethoxy)ethyl)amino)pyrrolidin-1-yl)acetic acid FC=1C(=C(C=C(C1)C(C)C)[C@@H](C(=O)O)N1C[C@@H](CC1)N(CCOCCC1=NC=2NCCCC2C=C1)C)OC